ethyl 8-bromo-4-chloro-5H-pyrrolo[3,2-b:5,4-c']dipyridine-3-carboxylate BrC1=CC2=C(C=N1)NC=1C2=NC=C(C1Cl)C(=O)OCC